5-bromo-2-(trifluoromethyl)thiazole BrC1=CN=C(S1)C(F)(F)F